Br.BrC1=CC=C2C(=NC(=NC2=C1F)OC[C@]12CCCN2C[C@@H](C1)F)O 7-bromo-8-fluoro-2-(((2R,7aS)-2-fluorotetrahydro-1H-pyrrolizin-7a(5H)-yl)methoxy)quinazolin-4-ol hydrobromide